3-(difluoro(methoxy)methyl)-6-(6-(2,2,3,3-tetrafluorocyclobutoxy)pyridin-3-yl)-[1,2,4]triazolo[4,3-a]pyrazine (3S,4S)-tert-butyl-3-amino-4-fluoropyrrolidine-1-carboxylate C(C)(C)(C)OC(=O)N1C[C@@H]([C@H](C1)F)N.FC(C1=NN=C2N1C=C(N=C2)C=2C=NC(=CC2)OC2C(C(C2)(F)F)(F)F)(OC)F